tert-Butyl (2-methyl-3-((5-(pyridin-2-yl)pyrazin-2-yl)amino)propyl)carbamate CC(CNC(OC(C)(C)C)=O)CNC1=NC=C(N=C1)C1=NC=CC=C1